dihexoxymagnesium C(CCCCC)O[Mg]OCCCCCC